benzyl N-{4-[(23-amino-3,6,9,12,15,18,21-heptaoxatricosan-1-yl)oxy]phenyl}carbamate NCCOCCOCCOCCOCCOCCOCCOCCOC1=CC=C(C=C1)NC(OCC1=CC=CC=C1)=O